N(C(=O)C)CCN(CCCC(=O)O)CCCCC1=NC=2NCCCC2C=C1 4-((2-acetaminoethyl)(4-(5,6,7,8-tetrahydro-1,8-naphthyridin-2-yl)butyl)amino)butanoic acid